FC(C(=O)O)(F)F.CC1=C(C(=NC(=C1)C)C1=C2C(=NC=C1)C=C(S2)CN2C(C1C(C1C2=O)(C)C)=O)NC2CNCC2 3-((7-(4,6-dimethyl-3-(pyrrolidin-3-ylamino)pyridin-2-yl)thieno[3,2-b]pyridin-2-yl)methyl)-6,6-dimethyl-3-azabicyclo[3.1.0]hexane-2,4-dione 2,2,2-trifluoroacetate